6-(Benzylmethoxy)nicotinic acid C(C1=CC=CC=C1)COC1=NC=C(C(=O)O)C=C1